C(C1=CC=CC=C1)OC(=O)N1[C@H]2C[C@@H]([C@@H](C1)C2)OCC=2C(=NOC2C2CC2)C2=C(C=CC=C2Cl)Cl (1R,4R,5S)-5-((5-cyclopropyl-3-(2,6-dichlorophenyl)isoxazol-4-yl)methoxy)-2-azabicyclo[2.2.1]heptane-2-carboxylic acid benzyl ester